(1R,2R)-2-fluoro-N-(3-(6-((R)-1-hydroxypropyl)-4-methylpyridin-3-yl)-2-(4-methyl-4H-1,2,4-triazol-3-yl)-1,6-naphthyridin-7-yl)cyclopropane-1-carboxamide F[C@H]1[C@H](C1)C(=O)NC1=NC=C2C=C(C(=NC2=C1)C1=NN=CN1C)C=1C=NC(=CC1C)[C@@H](CC)O